C(CCCCCCCCCCCCCCC)OP(=O)(OCCCCCCCCCCCCCCCC)OCCCCCCCCCCCCCCCC Tricetylphosphat